(R)-3,5-dichloro-4-((1-((2,4-dimethyl-6-oxo-1,6-dihydropyrimidin-5-yl)methyl)-4-(1-fluoroethyl)-6-oxo-1,6-dihydropyrimidin-5-yl)oxy)benzonitrile ClC=1C=C(C#N)C=C(C1OC1=C(N=CN(C1=O)CC1=C(N=C(NC1=O)C)C)[C@@H](C)F)Cl